The molecule is the 4-dehydro derivative of (R)-pantoic acid. It is a 2-hydroxy monocarboxylic acid and an aldehyde. It derives from a (R)-pantoic acid. It is a conjugate acid of a (R)-4-dehydropantoate. CC(C)(C=O)[C@H](C(=O)O)O